4-(3-methylbenzyl)-1H-pyrazole-1-carboxylic acid tert-butyl ester C(C)(C)(C)OC(=O)N1N=CC(=C1)CC1=CC(=CC=C1)C